2-methyl-2-butanamine CC(C)(CC)N